COC1=CC=C(C=C1)C#CCN(C(=S)F)C1=CC=CC=C1 (3-(4-methoxyphenyl)prop-2-yn-1-yl)(phenyl)aminothiocarbonyl fluoride